deoxyinosine 5'-triphosphate P(O)(=O)(OP(=O)(O)OP(=O)(O)O)OC[C@@H]1[C@H](C[C@@H](O1)N1C=NC=2C(O)=NC=NC12)O